1,3,8-trimethyl-5-[[rac-(1R)-1-(3-bromo-2-methyl-phenyl)ethyl]-amino]imidazo[4,5-g]phthalazin-2-one CN1C(N(C=2C1=CC=1C(=NN=C(C1C2)N[C@H](C)C2=C(C(=CC=C2)Br)C)C)C)=O |r|